4-(4-(5,6-difluoro-1-methyl-1H-indol-3-yl)-7-tosyl-7H-pyrrolo[2,3-d]pyrimidin-2-yl)-N1-(2-(dimethylamino)ethyl)-N1-methyl-2-nitrobenzene-1,4-diamine FC=1C=C2C(=CN(C2=CC1F)C)C=1C2=C(N=C(N1)C1(CC(=C(C=C1)N(C)CCN(C)C)[N+](=O)[O-])N)N(C=C2)S(=O)(=O)C2=CC=C(C)C=C2